3-(6-Nitro-3-(pyridin-4-yl)-1-trityl-1H-indazol-5-yl)acrylic acid methyl ester COC(C=CC=1C=C2C(=NN(C2=CC1[N+](=O)[O-])C(C1=CC=CC=C1)(C1=CC=CC=C1)C1=CC=CC=C1)C1=CC=NC=C1)=O